ClCC(CO)(CC1=NN=CN1C)C1=CC(=NC(=C1)SCC)N1C(C2=CC(=CC(=C2C1)C(F)(F)F)CN1C[C@H](CCC1)C)=O 2-(4-(1-chloro-3-hydroxy-2-((4-methyl-4H-1,2,4-triazol-3-yl)methyl)propan-2-yl)-6-(ethylthio)pyridin-2-yl)-6-(((S)-3-methylpiperidin-1-yl)methyl)-4-(trifluoromethyl)isoindolin-1-one